tert-butyl 9-(3-((2,6-dioxopiperidin-3-yl)amino)benzyl)-3,9-diazaspiro[5.5]undecane-3-carboxylate O=C1NC(CCC1NC=1C=C(CN2CCC3(CCN(CC3)C(=O)OC(C)(C)C)CC2)C=CC1)=O